1-(2-chloroethyl)-3-(2-((S)-1-(3,4-difluorophenyl)-6-oxopiperidin-2-yl)-1-((trans)-4-methoxycyclohexyl)-1H-benzo[d]imidazol-5-yl)urea ClCCNC(=O)NC1=CC2=C(N(C(=N2)[C@H]2N(C(CCC2)=O)C2=CC(=C(C=C2)F)F)[C@@H]2CC[C@H](CC2)OC)C=C1